FC=1C=C(C=CC1)[C@H](CN[C@@H]1CC[C@H](CC1)OCC(=O)OCC)O ethyl 2-(((trans)-4-(((R)-2-(3-fluorophenyl)-2-hydroxyethyl)-amino)cyclohexyl)oxy)acetate